(tert-butyl)-1H-1,2,3-triazole-4-carboxamide C(C)(C)(C)N1N=NC(=C1)C(=O)N